6-((2,3-dichloropyridin-4-yl) thio)-5-methylpyrazine-2-carboxylate ClC1=NC=CC(=C1Cl)SC1=C(N=CC(=N1)C(=O)[O-])C